CC12C(NCC2C1)C(=O)O 1-methyl-3-azabicyclo[3.1.0]-hexane-2-carboxylic acid